bis(2-chlorophenyl)methane silver-tellurium [Te].[Ag].ClC1=C(C=CC=C1)CC1=C(C=CC=C1)Cl